methyl-5-(4-fluorophenyl)thiophene Ethyl-(2R)-2-{[(1,2,3,5,6,7-hexahydro-s-indacen-4-yl)carbamoyl]oxy}-3-(1H-imidazol-1-yl)propanoate C(C)OC([C@@H](CN1C=NC=C1)OC(NC1=C2CCCC2=CC=2CCCC12)=O)=O.CC=1SC(=CC1)C1=CC=C(C=C1)F